CC=1SC2=C(N1)C=C(C(=C2)[N+](=O)[O-])C(=O)O 2-methyl-6-nitrobenzo[d]thiazole-5-carboxylic acid